4-((2-hydroxyethyl)sulfonamido)-N-(6-oxo-1-(4,4,4-trifluorobutyl)-1,6-dihydropyridazin-3-yl)-2-(6-azaspiro[2.5]octan-6-yl)benzamide OCCS(=O)(=O)NC1=CC(=C(C(=O)NC2=NN(C(C=C2)=O)CCCC(F)(F)F)C=C1)N1CCC2(CC2)CC1